BrCCCCCCC1=CC=CC=2N=C(NC21)C2=NC=CC=C2 6-bromohexyl-2-(2-pyridyl)benzimidazole